O1COC2=C1C=CC(=C2)CCC(=O)NCC2=CC=C(C=C2)C2=CC=CC=C2 3-(benzo[d][1,3]dioxol-5-yl)-N-(1,1'-biphenyl-4-ylmethyl)propanamide